C(C(=C)C)(=O)OCCC[Si](OC)(OC)OC gamma-methacryloxypropyl-trismethoxysilane